tris(5-amino-1,10-phenanthroline) ruthenium [Ru].NC1=C2C=CC=NC2=C2N=CC=CC2=C1.NC1=C2C=CC=NC2=C2N=CC=CC2=C1.NC1=C2C=CC=NC2=C2N=CC=CC2=C1